(1-t-butoxycarbonyl-3-azetidinyl)acetic acid C(C)(C)(C)OC(=O)N1CC(C1)CC(=O)O